4-amino-2-(4-(tert-butyl)-2-cyanophenyl)-6-methylpyrimidine-5-carboxylic acid ethyl ester C(C)OC(=O)C=1C(=NC(=NC1C)C1=C(C=C(C=C1)C(C)(C)C)C#N)N